dinonyl-naphthalenesulfonic acid C(CCCCCCCC)C=1C(=C(C2=CC=CC=C2C1)S(=O)(=O)O)CCCCCCCCC